C(CCCCCCCCCCCCC)N1C(=C(C(C2=C(C=C(C=C12)OC)OC)=O)OC)C1=CC(=C(C=C1)OC)OC N-tetradecyl-2-(3,4-dimethoxyphenyl)-3,5,7-trimethoxyquinolin-4-one